(S)-6-bromo-2-(2-((tert-butyldimethylsilyl)oxy)-1-(3-fluoro-5-methoxyphenyl)ethyl)-1H-pyrrolo[1,2-c]imidazol-3(2H)-one-1-d BrC=1C=C2N(C(N([C@H]2[2H])C(CO[Si](C)(C)C(C)(C)C)C2=CC(=CC(=C2)OC)F)=O)C1